[C@@H]12N(CC[C@H]2C1)C(=O)[C@H]1CC=C(CC1)C1=C(N(C=2N=CN=C(C21)N)C)C2=CC=C(C=C2)NC(C(=C)C)=O N-(4-(5-((R)-4-((1r,5s)-2-azabicyclo[3.1.0]hexane-2-carbonyl)cyclohex-1-en-1-yl)-4-amino-7-methyl-7H-pyrrolo[2,3-d]pyrimidin-6-yl)phenyl)methacrylamide